(1s,4s)-N1-(2-Chloro-5-((1-methyl-1H-pyrazol-4-yl)ethynyl)pyridin-4-yl)-M-(2-fluoroethyl)cyclohexane-1,4-diamine ClC1=NC=C(C(=C1)N[C@@H]1CC([C@H](CC1)N)CCF)C#CC=1C=NN(C1)C